2-chloro-7-(1-ethylcyclopentyl)imidazo[5,1-f][1,2,4]triazine ClC1=NN2C(C=N1)=CN=C2C2(CCCC2)CC